N[C@H]1CCC[C@H](C(NC=2C=NN(C2C=2C=C(C=C1C2)C(=O)N)C(F)F)=O)C (9R,13S)-13-amino-3-(difluoromethyl)-9-methyl-8-oxo-3,4,7-triazatricyclo[12.3.1.02,6]octadeca-1(18),2(6),4,14,16-pentaene-16-carboxamide